2-fluoro-N-(2-methoxy-pyridin-4-yl)-4-(trifluoromethyl)benzamide FC1=C(C(=O)NC2=CC(=NC=C2)OC)C=CC(=C1)C(F)(F)F